C(C=C)(=O)OC(C(=O)O)C acryloxy-propionic acid